C(C1=CC=CC=C1)OCCOCCOCCOC[C@@H]1[C@H]([C@H](C(O1)O)O)O (3R,4S,5R)-5-[2-[2-(2-benzyloxyethoxy)-ethoxy]ethoxymethyl]tetrahydro-furan-2,3,4-triol